2-chloro-N-(5-chloro-6-(2H-1,2,3-triazol-2-yl)pyridin-3-yl)-4-(1-methyl-1H-pyrazole-3-yl)benzamide ClC1=C(C(=O)NC=2C=NC(=C(C2)Cl)N2N=CC=N2)C=CC(=C1)C1=NN(C=C1)C